2-cyclooctyl-2-[(2-ethylpyrazole-3-carbonyl)amino]acetic acid C1(CCCCCCC1)C(C(=O)O)NC(=O)C=1N(N=CC1)CC